2-Chloro-N-(5-chloro-6-((3aR,6aS)-5-oxacyclopenta[c]pyrrol-2(1H)-yl)pyridin-3-yl)-4-(3-Ethynylpyridin-4-yl)-5-fluorobenzamide ClC1=C(C(=O)NC=2C=NC(=C(C2)Cl)N2CC=3C(C2)=COC3)C=C(C(=C1)C1=C(C=NC=C1)C#C)F